C1(=CC=CC=C1)NCC(=O)OCC N-phenylglycine, ethyl ester